C1(=CC=CC=C1)C1=CC=C2C(=N1)[C@H](CCCC2)O (S)-2-phenyl-6,7,8,9-tetrahydro-5H-cyclohepta[b]pyridin-9-ol